ClC=1C=C(C(=O)N(C)C2C[C@H]3CC[C@@H](C2)N3C(=O)OC(C)(C)C)C=CC1C1C(C1)N1N=C(C=3N=C(N=CC31)C)C Tert-butyl (1R,3s,5S)-3-(3-chloro-4-(2-(3,5-dimethyl-1H-pyrazolo[4,3-d]pyrimidin-1-yl)cyclopropyl)-N-methylbenzamido)-8-azabicyclo[3.2.1]octane-8-carboxylate